3Z-hexenoic acid CC/C=C\CC(=O)O